4-(((2-methoxypyridin-3-yl)methyl)amino)-2-((1-methyl-1H-pyrazol-4-yl)amino)pyrimidin-5-carboxamide COC1=NC=CC=C1CNC1=NC(=NC=C1C(=O)N)NC=1C=NN(C1)C